Cl.[Cl-].[NH2+]1CCCCCC1 azepan-1-ium chloride hydrochloride